N-((4-(cyclopropanesulfonylamino)pyridin-2-yl)methyl)-5-(5-ethoxypyridin-3-yl)thiazole-2-carboxamide C1(CC1)S(=O)(=O)NC1=CC(=NC=C1)CNC(=O)C=1SC(=CN1)C=1C=NC=C(C1)OCC